BrC=1C=CC(=NC1)C(CCOC(F)F)N1C=NC(=C1)C1=CN=NN1C 5-bromo-2-(3-(difluoromethoxy)-1-(4-(1-methyl-1H-1,2,3-triazol-5-yl)-1H-imidazol-1-yl)propyl)pyridine